ClC1=NC=C(C=C1C(=O)NC1CC1)OC[C@H](C)NS(=O)(=O)C(F)F 2-chloro-N-cyclopropyl-5-[(2S)-2-(difluoromethylsulfonylamino)propoxy]pyridine-3-carboxamide